C[C@@H]1CN(C[C@@H](N1)C)C1=NC=C(C=C1)NC1=NC=C(C(=N1)NC=1C=CC2=C(NC(O2)=O)C1)C N2-[2-(cis-3,5-dimethylpiperazino)pyridin-5-yl]-5-methyl-N4-(2-oxo-2,3-dihydro-1,3-benzoxazol-5-yl)-2,4-pyrimidinediamine